[Cl-].OC(CC[N+](C)(C)C)CO 3,4-dihydroxybutyl-trimethyl-ammonium chloride